2-(2-oxo-5-azabicyclo[2.2.2]octane-5-yl)benzaldehyde O=C1C2CN(C(C1)CC2)C2=C(C=O)C=CC=C2